N-(5-benzoylthiazol-2-yl)-2-methyl-propionamide C(C1=CC=CC=C1)(=O)C1=CN=C(S1)NC(C(C)C)=O